2-butyl-7-chloro-1-(4-methoxybenzyl)-1H-imidazo[4,5-d]pyridazin-4-amine C(CCC)C1=NC=2C(=C(N=NC2N)Cl)N1CC1=CC=C(C=C1)OC